6-((5R,9S)-2-Methyl-3-(3,4,5-trifluorophenyl)-4,5,6,7,8,9-hexahydro-2H-5,9-epiminocycloocta[c]pyrazole-10-carbonyl)picolinonitrile CN1N=C2C(=C1C1=CC(=C(C(=C1)F)F)F)C[C@H]1CCC[C@@H]2N1C(=O)C1=CC=CC(=N1)C#N